(2-(2-isopropylpyridin-3-yl)-4-((4-(1-methyl-4-(trifluoromethyl)-1H-imidazol-2-yl)benzyl)amino)pyrimidin-5-yl)dimethylphosphine oxide C(C)(C)C1=NC=CC=C1C1=NC=C(C(=N1)NCC1=CC=C(C=C1)C=1N(C=C(N1)C(F)(F)F)C)P(C)(C)=O